N[C@@H]1C2=CC=CC=C2CC12CCN(CC2)C=2N=CC(=NC2CO)C#CCOC2=CC=C(C=C2)C(C)O 1-(4-((3-(5-((S)-1-amino-1,3-dihydrospiro[indene-2,4'-piperidin]-1'-yl)-6-(hydroxyl-methyl)pyrazin-2-yl)prop-2-yn-1-yl)oxy)phenyl)ethan-1-ol